ClC1=CC=C(C=C1)C(C(Cl)(Cl)Cl)(C1=CC=C(C=C1)Cl)NC(C)=O N-(1,1-bis[p-chlorophenyl]-2,2,2-trichloroethyl)acetamide